galacturonic acid sodium salt [Na+].O=C[C@H](O)[C@@H](O)[C@@H](O)[C@H](O)C(=O)[O-]